Bis(2,6-dichloro-3,4,5-trimethoxybenzoyl)-4-ethoxyphenylphosphin oxid ClC1=C(C(=O)P(C2=CC=C(C=C2)OCC)(C(C2=C(C(=C(C(=C2Cl)OC)OC)OC)Cl)=O)=O)C(=C(C(=C1OC)OC)OC)Cl